(E)-2-(2-fluoro-4-(trifluoromethyl)styryl)-4-((4-(4-(pyridazin-3-yl)butyl)phenoxy)methyl)oxazole FC1=C(/C=C/C=2OC=C(N2)COC2=CC=C(C=C2)CCCCC=2N=NC=CC2)C=CC(=C1)C(F)(F)F